C[C@H]1N(CCOC1)C1=NC(=C(C=C1)B1OC(C(O1)(C)C)(C)C)C (R)-3-Methyl-4-(6-methyl-5-(4,4,5,5-tetramethyl-1,3,2-dioxaborolan-2-yl)pyridin-2-yl)morpholine